COO[C@H]1[C@H](O)[C@H](O)[C@H](O1)CO 1-O-methoxy-β-D-ribofuranose